CN1CCN(CC1)C1=CC=C(C=N1)NC(=O)C=1C=C2C(=NC1)NC=C2C=2C=C1CNC(C1=CC2)=O N-(6-(4-methylpiperazin-1-yl)pyridin-3-yl)-3-(1-oxoisoindolin-5-yl)-1H-pyrrolo[2,3-b]pyridine-5-carboxamide